methyl 4-(4-chlorophenyl)-4-oxo-3-phenyl-butanoate ClC1=CC=C(C=C1)C(C(CC(=O)OC)C1=CC=CC=C1)=O